COC=1C=C(C=CC1)C1=C2C=CN(C(C2=CN=C1)=O)CC=1N=C2N(C=C(C=C2)C)C1 5-(3-methoxyphenyl)-2-({6-methylimidazo[1,2-a]pyridin-2-yl}methyl)-1,2-dihydro-2,7-naphthyridin-1-one